ClC=1C=C(C=CC1Cl)N1CC(N(CC1)C(=O)C1=CC(NC2=CC=C(C=C12)O)=O)CN1CCOCC1 4-(4-(3,4-dichlorophenyl)-2-(morpholinomethyl)piperazine-1-carbonyl)-6-hydroxyquinolin-2(1H)-one